tert-Butyl (S)-3-(((tert-butoxycarbonyl)(6-(4-(3-cyclopropylphenoxy)butyl)benzo[d]oxazol-2-yl)amino)methyl)pyrrolidine-1-carboxylate C(C)(C)(C)OC(=O)N(C=1OC2=C(N1)C=CC(=C2)CCCCOC2=CC(=CC=C2)C2CC2)C[C@@H]2CN(CC2)C(=O)OC(C)(C)C